5-Methoxyuracil COC=1C(NC(NC1)=O)=O